5-Amino-1-ethyl-4-(3-hydroxy-2-methyl-phenyl)-3-(1H-pyrazol-4-yl)pyrrolo[2,3-b]pyridine-6-carboxamide NC=1C(=C2C(=NC1C(=O)N)N(C=C2C=2C=NNC2)CC)C2=C(C(=CC=C2)O)C